((tert-butoxycarbonyl)(methyl)amino)butanoic acid C(C)(C)(C)OC(=O)N(C)C(C(=O)O)CC